ClC1=NC=CC(=C1F)[N+](=O)[O-] 2-chloro-3-fluoro-4-nitro-pyridine